(1aRS,7bSR)-5-{2-[(Z)-3-(pyrrolidin-1-yl)prop-1-enyl]-4-fluorophenylsulfonylamino}-1,1a,2,7b-tetrahydro-cyclopropa[c]benzopyran-4-carboxylic acid N1(CCCC1)C\C=C/C1=C(C=CC(=C1)F)S(=O)(=O)NC1=C(C2=C([C@@H]3[C@H](CO2)C3)C=C1)C(=O)O |r|